NC1=CC=C(C=C1)C1CCN(CC1)C1CCC(CC1)CCCC(=O)O 4-[4-[4-(4-aminophenyl)-1-piperidyl]cyclohexyl]butanoic acid